OCCOCCNC(=O)C1=NC(=CC=C1)C(=O)N[C@H](C)C1=CC=CC2=CC=CC=C12 (R)-N2-(2-(2-hydroxyethoxy)ethyl)-N6-(1-(naphthalen-1-yl)ethyl)pyridine-2,6-dicarboxamide